C1(=C(C(=CC2=CC=CC=C12)C(=O)O)C(=O)O)C(=O)O.[K] potassium naphthalenetricarboxylic acid